FC1(CC(C1)NC1=NC=CC(=N1)C1=CC=CC=C1)F N-(3,3-difluorocyclobutyl)-4-phenylpyrimidin-2-amine